tert-butyl 3-(2-fluoro-6-(trifluoromethyl)phenethyl)azetidine-1-carboxylate FC1=C(CCC2CN(C2)C(=O)OC(C)(C)C)C(=CC=C1)C(F)(F)F